(S)-tert-butyl 2-(((benzyloxy) carbonyl) amino)-4-iodobutyrate C(C1=CC=CC=C1)OC(=O)N[C@H](C(=O)OC(C)(C)C)CCI